N-(5-fluoro-2-(1-oxa-4,9-diazaspiro[5.5]undec-9-yl)pyrimidin-4-yl)-1H-indazol-5-amine FC=1C(=NC(=NC1)N1CCC2(CNCCO2)CC1)NC=1C=C2C=NNC2=CC1